CCCC[O] 4-n-butyl-oxygen